4,4,5,5-tetramethyl-2-(1,1a,6,6a-tetrahydrocyclopropa[a]inden-5-yl)-1,3,2-dioxaborolane CC1(OB(OC1(C)C)C=1C=2CC3C(C2C=CC1)C3)C